4-(7-((2S,4S)-2-(1-cyclopropyl-1H-pyrazol-4-yl)tetrahydro-2H-pyran-4-yl)-3-fluoro-2-methyl-4-oxo-4H-pyrazino[1,2-a]pyrimidin-9-yl)-3-fluorobenzonitrile C1(CC1)N1N=CC(=C1)[C@H]1OCC[C@@H](C1)C=1N=C(C=2N(C(C(=C(N2)C)F)=O)C1)C1=C(C=C(C#N)C=C1)F